(S)-5-(4-(1-((5-(4-(cyclopropyl-sulfonyl)phenyl)thiazolo[5,4-b]pyridin-2-yl)oxy)ethyl)piperidin-1-yl)-3-isopropyl-1,2,4-oxadiazol C1(CC1)S(=O)(=O)C1=CC=C(C=C1)C1=CC=C2C(=N1)SC(=N2)O[C@@H](C)C2CCN(CC2)C2=NC(=NO2)C(C)C